C(C)(C)(C)C1=NC2=C(N1)C=C(C=C2C(=O)NC2=CC(=C(C=C2)C)Cl)NC(=O)C2=C(C=CC=C2)C(F)(F)F 2-Tert-butyl-N-(3-chloro-4-methylphenyl)-6-({[2-(trifluoromethyl)phenyl]carbonyl}amino)-1H-benzoimidazole-4-carboxamide